4-chlorobutanoate ClCCCC(=O)[O-]